4-(5-chloro-4-(((3-fluorotetrahydro-2H-pyran-3-yl)methyl)amino)-6-oxopyridazin-1(6H)-yl)-N-(4-cyanophenyl)-N-(2-hydroxyethyl)piperidine-1-sulfonamide ClC1=C(C=NN(C1=O)C1CCN(CC1)S(=O)(=O)N(CCO)C1=CC=C(C=C1)C#N)NCC1(COCCC1)F